4-(quinazolin-4-yl)piperazin N1=CN=C(C2=CC=CC=C12)N1CCNCC1